6-[7-[2-(dimethylamino)ethoxy]imidazo[1,2-a]pyridin-3-yl]-8-(methylamino)-2-(2,2,2-trifluoroethyl)-3,4-dihydroisoquinolin-1-one CN(CCOC1=CC=2N(C=C1)C(=CN2)C=2C=C1CCN(C(C1=C(C2)NC)=O)CC(F)(F)F)C